ClC=1C=CC2=C([C@@H](C[C@@H](O2)C(=O)NC23CC(C2)(C3)C3=NOC(C3)[C@@H]3C[C@@H](C3)O)O)C1 (2R,4R)-6-chloro-4-hydroxy-N-(3-{5-[cis-3-hydroxycyclobutyl]-4,5-dihydro-1,2-oxazol-3-yl}bicyclo[1.1.1]pentan-1-yl)-3,4-dihydro-2H-1-benzopyran-2-carboxamide